N-[4-methyl-3-[3-(trifluoromethyl)anilino]phenyl]prop-2-enamide CC1=C(C=C(C=C1)NC(C=C)=O)NC1=CC(=CC=C1)C(F)(F)F